CCC(CC)N1N=CC(=C1)C=1C=2N(C=C(N1)C=1C=NN(C1)CC(CO)O)N=CC2 3-(4-(4-(1-(pentan-3-yl)-1H-pyrazol-4-yl)pyrazolo[1,5-a]pyrazin-6-yl)-1H-pyrazol-1-yl)propane-1,2-diol